NC1=C(C=C(C=C1)C=1SC=CC1)NC(C1=CC=C(C=C1)S(=O)(=O)C1CC1)=O rel-(R)-N-[2-amino-5-(2-thienyl)phenyl]-4-(cyclopropylsulfonyl)benzamide